BrC=1C=2CCC2C(=CC1)Br 2,5-dibromobicyclo[4.2.0]octa-1(6),2,4-triene